3-butylheptyl 8-((3-((3-aminopyridin-2-yl)amino)propyl)(8-(heptadecan-9-yloxy)-8-oxooctyl)amino)octanoate NC=1C(=NC=CC1)NCCCN(CCCCCCCC(=O)OCCC(CCCC)CCCC)CCCCCCCC(=O)OC(CCCCCCCC)CCCCCCCC